OCCOC1=CC=C(C=C1)C1(C2=CC(=CC=C2C=2C=CC(=CC12)C1=CC=CC=C1)C1=CC=CC=C1)C1=CC=C(C=C1)OCCO 9,9-bis(4-(2-hydroxyethoxy)phenyl)-2,7-diphenylfluorene